N-[2-(2-methoxyphenyl)ethyl]-1H-imidazole-4-carboxamide COC1=C(C=CC=C1)CCNC(=O)C=1N=CNC1